N-[2-(4-formylcyclohexyl)-5-methoxy-1,3-benzoxazol-6-yl]-2-methyl-oxazole-4-carboxamide C(=O)C1CCC(CC1)C=1OC2=C(N1)C=C(C(=C2)NC(=O)C=2N=C(OC2)C)OC